N-(4-(hydroxymethyl)tetrahydro-2H-pyran-4-yl)-2,7-dimethyl-5-((4-methylthiazol-5-yl)methoxy)-benzofuran-3-carboxamide OCC1(CCOCC1)NC(=O)C1=C(OC2=C1C=C(C=C2C)OCC2=C(N=CS2)C)C